C1(CC1)C(CCOC1=NNC=C1)C1CC1 3-(3,3-dicyclopropylpropoxy)-1H-pyrazole